1-(4-(3-(4,4-difluoropiperidine-1-carbonyl)pyridin-2-yl)piperazin-1-yl)prop-2-en-1-one FC1(CCN(CC1)C(=O)C=1C(=NC=CC1)N1CCN(CC1)C(C=C)=O)F